2-((1S,2R)-2-aminocycloheptyl)-5-chloro-N-(thiophen-2-ylmethyl)thieno[3,2-b]pyridin-7-amine N[C@H]1[C@H](CCCCC1)C1=CC2=NC(=CC(=C2S1)NCC=1SC=CC1)Cl